3-(3-chloro-4-methoxyphenyl)-4,5,6-trimethoxy-2,3-dihydro-1H-inden-1-one ClC=1C=C(C=CC1OC)C1CC(C2=CC(=C(C(=C12)OC)OC)OC)=O